Bicyclo[4.4.0]dec-2-ene-4-ol C12C=CC(CC2CCCC1)O